OCC1=CC=C(O1)C1=NC=2C(=C3C(=NC2)NC=C3)N1[C@H]1CN(CC1)C(=O)NCC(F)(F)F (R)-3-(2-(5-(Hydroxymethyl)furan-2-yl)imidazo[4,5-d]pyrrolo[2,3-b]pyridin-1(6H)-yl)-N-(2,2,2-trifluoroethyl)pyrrolidine-1-carboxamide